C(C)(C)(C)C=1C=C(C=C(C1O)C(C)(C)C)CCC(=O)OCC(COC(CCC1=CC(=C(C(=C1)C(C)(C)C)O)C(C)(C)C)=O)(COC(CCC1=CC(=C(C(=C1)C(C)(C)C)O)C(C)(C)C)=O)COC(CCC1=CC(=C(C(=C1)C(C)(C)C)O)C(C)(C)C)=O pentaerythritol tetra(3-(3,5-di-tert-butyl-4-hydroxyphenyl) propionate)